The molecule is a 3beta-hydroxy steroid that is teasterone lacking the oxo substituent at position 6. It is a 3beta-hydroxy steroid, a 22-hydroxy steroid, a 23-hydroxy steroid and a brassinosteroid. It derives from a teasterone. It derives from a hydride of a 5alpha-campestane. C[C@@H]([C@H]1CC[C@@H]2[C@@]1(CC[C@H]3[C@H]2CC[C@@H]4[C@@]3(CC[C@@H](C4)O)C)C)[C@H]([C@@H]([C@@H](C)C(C)C)O)O